COC(=O)N(C(C(=O)N[C@@H](CC1=CC=C(C=C1)NS([O-])(=O)=O)C=1SC=C(N1)CC(F)(F)F)CC1=CC=NC=C1)C.[NH4+] ammonium (4-((2S)-2-(2-((methoxycarbonyl)(methyl)amino)-3-(pyridin-4-yl)propanamido)-2-(4-(2,2,2-trifluoroethyl)thiazol-2-yl)ethyl)phenyl)sulfamate